CC=1C(=NC=CC1)C=1C=C(SC1)C(=O)OC methyl 4-(3-methylpyridin-2-yl)thiophene-2-carboxylate